C(C)C1=C(C(=CC(=C1)C)CC)C1C(N2N(CCOCC2)C1=O)=O 8-(2,6-diethyl-4-methylphenyl)tetrahydropyrazolo[1,2-d][1,4,5]oxadiazepin-7,9-dione